N-(5-chloro-6-(cyclopentylmethoxy)benzo[d]isoxazol-3-yl)-N-(2,4-dimethoxybenzyl)-4-(((1S,2S)-2-(dimethylamino)cyclohexyl)oxy)-2-fluorobenzenesulfonamide ClC=1C(=CC2=C(C(=NO2)N(S(=O)(=O)C2=C(C=C(C=C2)O[C@@H]2[C@H](CCCC2)N(C)C)F)CC2=C(C=C(C=C2)OC)OC)C1)OCC1CCCC1